1-(2-methyl-4-(tri-fluoromethoxy)-phenyl)-3-(3-meth-ylpyridin-4-yl)-6-(trifluoromethyl)-2,3-dihydropyrido-[3,4-d]pyrimidin-4(1H)-one CC1=C(C=CC(=C1)OC(F)(F)F)N1CN(C(C2=C1C=NC(=C2)C(F)(F)F)=O)C2=C(C=NC=C2)C